C[C@H]1CN(CC[C@@H]1C=1C=2N(C(=C(N1)C=1C=NNC1)OC(C([2H])([2H])[2H])(C([2H])([2H])[2H])[2H])N=C(N2)N)S(=O)(=O)C ((3R,4S)-3-methyl-1-(methylsulfonyl)piperidin-4-yl)-5-((propan-2-yl-d7)oxy)-6-(1H-pyrazol-4-yl)-[1,2,4]triazolo[1,5-a]pyrazin-2-amine